4-(4,6-diphenyl-1,3,5-triazin-2-yl)-4'-(3-phenyl-9H-carbazol-9-yl)-3,5,6-tris(5H-pyrido[3,2-b]indol-5-yl)-[1,1'-biphenyl]-2-carbonitrile C1(=CC=CC=C1)C1=NC(=NC(=N1)C1=CC=CC=C1)C=1C(=C(C(=C(C1N1C2=C(C=3C=CC=CC13)N=CC=C2)N2C1=C(C=3C=CC=CC23)N=CC=C1)C1=CC=C(C=C1)N1C2=CC=CC=C2C=2C=C(C=CC12)C1=CC=CC=C1)C#N)N1C2=C(C=3C=CC=CC13)N=CC=C2